C1(CC1)C1=NN(C(=C1)NC(C(C)C=1C=NN(C1)C1=NC=CC(=C1)OC)=O)C(=O)OC(C)(C)C tert-butyl 3-cyclopropyl-5-{2-[1-(4-methoxypyridin-2-yl)pyrazol-4-yl] propanamido}pyrazole-1-carboxylate